1-((2r,4s)-4-(4-amino-3-((1-ethyl-2-methyl-1H-benzo[d]imidazol-5-yl)ethynyl)-1H-pyrazolo[4,3-c]pyridin-1-yl)-2-(methoxymethyl)pyrrolidin-1-yl)prop-2-en-1-one NC1=NC=CC2=C1C(=NN2[C@H]2C[C@@H](N(C2)C(C=C)=O)COC)C#CC2=CC1=C(N(C(=N1)C)CC)C=C2